CN1N=CC(=C1)C=1C=C2N(N=CC=C2N2CC3CCC(C2)N3C3COC3)C1 6-(1-methylpyrazol-4-yl)-4-[8-(oxetan-3-yl)-3,8-diazabicyclo[3.2.1]octan-3-yl]pyrrolo[1,2-b]pyridazine